4-[3-(1-ethyl-3-methyl-1H-pyrazol-5-yl)-1H-1,2,4-triazol-5-yl]-1-[2-(3-oxopiperazin-1-yl)ethyl]-1H-indazole-6-carboxamide C(C)N1N=C(C=C1C1=NNC(=N1)C1=C2C=NN(C2=CC(=C1)C(=O)N)CCN1CC(NCC1)=O)C